heptanetetrol C(C(CCCCC)O)(O)(O)O